C(C)(C)(C)OC(=O)N[C@H]1C=C[C@H](C1)C(=O)O (1S,4R)-4-((tert-butoxycarbonyl)amino)cyclopent-2-ene-1-carboxylic acid